COC=1C(=CC2=C(N=C(S2)NC(C(CC2CC2)C2=CC=C(C=C2)S(=O)(=O)CC)=O)C1)OC N-(5,6-dimethoxybenzothiazol-2-yl)-3-cyclopropyl-2-[4-(ethylsulfonyl)phenyl]propanamide